ethyl (R)-6-fluoro-7-(2-(((3-methylpyridin-2-yl)oxy)methyl)pyrrolidin-1-yl)-4-oxo-1-(pyrazin-2-yl)-1,4-dihydroquinoline-3-carboxylate FC=1C=C2C(C(=CN(C2=CC1N1[C@H](CCC1)COC1=NC=CC=C1C)C1=NC=CN=C1)C(=O)OCC)=O